N-[cyclooctyl-(4-fluoro-1H-benzimidazol-2-yl)methyl]carbamic acid tert-butyl ester C(C)(C)(C)OC(NC(C1=NC2=C(N1)C=CC=C2F)C2CCCCCCC2)=O